bis-(1-oxyl-2,2,6,6-tetramethylpiperidin-4-yl)terephthalate ON1C(CC(CC1(C)C)OC(C1=CC=C(C(=O)OC2CC(N(C(C2)(C)C)O)(C)C)C=C1)=O)(C)C